ClC1=NC=C(C=C1NC(OC(C)(C)C)=O)NC1=NC=CC2=CC(=CC=C12)OCC1(COC1)C tert-butyl (2-chloro-5-((6-((3-methyloxetan-3-yl)methoxy)isoquinolin-1-yl)amino)pyridin-3-yl)carbamate